(1R,2R)-2-(pyridin-2-ylmethyl)cyclohexanol N1=C(C=CC=C1)C[C@@H]1[C@@H](CCCC1)O